CN(CC(CO)(C)C)C 3-(dimethyl)amino-2,2-dimethylpropanol